ClC1=CC(=C2C(=N1)NC=C2)N2CC1=C(N=CN=C1N1CC(CC1)S(=O)(=O)C)C[C@H]2C (7R)-6-(6-chloro-1H-pyrrolo[2,3-b]pyridin-4-yl)-7-methyl-4-(3-(methylsulfonyl)pyrrolidin-1-yl)-5,6,7,8-tetrahydropyrido[4,3-d]pyrimidine